C1(CC1)C1=NNC(=N1)C1CC2(CN(C2)C(=O)N2CC3(C2)CN(C3)CC=3C=NN(C3)C(F)F)C1 [6-(3-cyclopropyl-1H-1,2,4-triazol-5-yl)-2-azaspiro[3.3]heptan-2-yl]-[6-[[1-(difluoromethyl)pyrazol-4-yl]methyl]-2,6-diazaspiro[3.3]heptan-2-yl]methanone